1-{[5-chloro-6-(5-methoxy-2-pyridyl)-2-indolyl]methyl}-3-methylurea ClC=1C=C2C=C(NC2=CC1C1=NC=C(C=C1)OC)CNC(=O)NC